tert-butyl 9-[5-(2-chloropyrimidin-4-yl)-4-[2-fluoro-3-(propane-1-sulfonamido)phenyl]-1,3-thiazol-2-yl]-3-azaspiro[5.5]undecane-3-carboxylate ClC1=NC=CC(=N1)C1=C(N=C(S1)C1CCC2(CCN(CC2)C(=O)OC(C)(C)C)CC1)C1=C(C(=CC=C1)NS(=O)(=O)CCC)F